CN1CCC2(CN(C2)C=2N=NC(=CN2)C2=C(C=C(C=C2)C=2C=NN(C2)C)O)CC1 2-[3-(7-methyl-2,7-diazaspiro[3.5]non-2-yl)-1,2,4-triazin-6-yl]-5-(1-methyl-1H-pyrazol-4-yl)phenol